1-(Pyrrolidine-1-carbonyl)cyclobutane-1-carboxylic acid ethyl ester C(C)OC(=O)C1(CCC1)C(=O)N1CCCC1